COC1=NC2=CC=C(C=C2C=C1)C=O (2-methoxyquinolin-6-yl)methanone